C(C)[C@H]1CN(C[C@H](N1)C)C=1N=NC(=CN1)C1=C(C=C(C=C1)C1=CC(=NC=C1)OC)O 2-{3-[(3s,5r)-3-ethyl-5-methylpiperazin-1-yl]-1,2,4-triazin-6-yl}-5-(2-methoxypyridin-4-yl)phenol